1,3-dimesityl-4,5-dichloroimidazol C1(=C(C(=CC(=C1)C)C)N1CN(C(=C1Cl)Cl)C1=C(C=C(C=C1C)C)C)C